[C-]1C=CC=C1.I[C-]1C=CC=C1.[Fe+2] Iodoferrocene